FC(C=1C=C(C(=O)NC(C)C2=NC(=NN2C2=CC=C(C=N2)C#N)Cl)C=C(C1)C(F)(F)F)(F)F 3,5-bis(trifluoromethyl)-N-{1-[3-chloro-1-(3-cyano-pyridin-6-yl)-1H-1,2,4-triazol-5-yl]ethyl}-benzamide